2-((3R,5R,6S)-5-(3-chlorophenyl)-6-(4-chlorophenyl)-3-methyl-1-((S)-2-methyl-4-oxopentan-3-yl)-2-oxopiperidin-3-yl)acetic Acid ClC=1C=C(C=CC1)[C@H]1C[C@](C(N([C@@H]1C1=CC=C(C=C1)Cl)[C@@H](C(C)C)C(C)=O)=O)(C)CC(=O)O